3-(methyl((5-(5-(trifluoromethyl)-1,2,4-oxadiazol-3-yl)pyridin-2-yl)methyl)amino)-4-(((1-methyl-1H-imidazol-4-yl)methyl)amino)cyclobut-3-ene-1,2-dione CN(C=1C(C(C1NCC=1N=CN(C1)C)=O)=O)CC1=NC=C(C=C1)C1=NOC(=N1)C(F)(F)F